COC1CCN(CC1)C=1SC2=C(N1)C=CC(=C2)C2(CC=1C(=CC(=NC1C=C2)C)N)N 6-(2-(4-methoxypiperidin-1-yl)benzo[d]thiazol-6-yl)-2-methylquinoline-4,6-diamine